N(α)-benzyloxycarbonyl-L-tryptophan C(C1=CC=CC=C1)OC(=O)N[C@@H](CC1=CNC2=CC=CC=C12)C(=O)O